dipentaerythritol pentacaprylate C(CCCCCCC)(=O)OCC(COC(CCCCCCC)=O)(COCC(COC(CCCCCCC)=O)(COC(CCCCCCC)=O)COC(CCCCCCC)=O)CO